C1COCCO1 The molecule is a dioxane with oxygen atoms at positions 1 and 4. It has a role as a non-polar solvent, a carcinogenic agent and a metabolite. It is a volatile organic compound and a dioxane.